FC1(CCC1)CNC=1N=CC2=C(N1)NC=C2C=2C=C1C=CC=NC1=CC2 N-((1-fluorocyclobutyl)methyl)-5-(quinolin-6-yl)-7H-pyrrolo[2,3-d]pyrimidin-2-amine